NC1=NC=2C=CC(=CC2C2=C1C(OC2)C)C(=O)N(C2C1=C(COC2)C=C(S1)C=1C=NN(C1)C)C1CC1 4-amino-N-cyclopropyl-3-methyl-N-(2-(1-methyl-1H-pyrazol-4-yl)-6,7-dihydro-4H-thieno[3,2-c]pyran-7-yl)-1,3-dihydrofuro[3,4-c]quinoline-8-carboxamide